C1(CC1)N(CCC(C(=O)O)NC(C(CC1=CC=CC=C1)(C)C)=O)CCCCC1=NC=2NCCCC2C=C1 4-[cyclopropyl-[4-(5,6,7,8-tetrahydro-1,8-naphthyridin-2-yl)butyl]amino]-2-[(2,2-dimethyl-3-phenyl-propanoyl)amino]butanoic acid